3-(4-(4-(4-Chlorophenyl)piperidin-1-yl)-3-methyl-1H-indazol-1-yl)piperidine-2,6-dione ClC1=CC=C(C=C1)C1CCN(CC1)C1=C2C(=NN(C2=CC=C1)C1C(NC(CC1)=O)=O)C